4-(chloromethyl)-1,2,3-thiadiazole ClCC=1N=NSC1